ClC1=C(C=CC(=C1)Cl)C=1CCCC2=C(C1C1=CC=C(C=C1)O[C@@H]1CN(CC1)CCCF)C=CC(=C2)C2=NSC(N2)=O (S)-3-(8-(2,4-dichlorophenyl)-9-(4-((1-(3-fluoropropyl)pyrrolidin-3-yl)oxy)phenyl)-6,7-dihydro-5H-benzo[7]annulen-3-yl)-1,2,4-thiadiazol-5(4H)-one